NC1=CC(=NC(=C1)NC1=C(C=CC=C1)Cl)C(=O)NC1CC2=CC=CC=C2C1 4-amino-6-((2-chlorophenyl)amino)-N-(2,3-dihydro-1H-inden-2-yl)picolinamide